C(C)(C)(C)OC(=O)N1CCC2(CCC[C@@]2(N[S@](=O)C(C)(C)C)C(C)(C)C)CC1 (R)-1-(((R)-tert-butylsulfinyl)amino)tert-butyl-8-azaspiro[4.5]decane-8-carboxylic acid tert-butyl ester